N1C=C(C2=CC=CC=C12)C1CN(C1)[C@H]1[C@H](CCCC1)OC=1C=C2CN(C(C2=CC1)=O)C1C(NC(CC1)=O)=O 3-(5-(((1S,2R)-2-(3-(1H-indol-3-yl)azetidin-1-yl)cyclohexyl)oxy)-1-oxoisoindolin-2-yl)piperidine-2,6-dione